BrC1=C(CN2[C@@H](CCC2)C(=O)O)C=CC=C1 (2-bromo-benzyl)-proline